trifluorooctyl fluoride FC(CCCCCCCF)(F)F